pyrrolo-cycloundecan-3-one N1=CC(C2=C1CCCCCCCCC2)=O